C(C)C1=NC=CN=C1C Ethyl-3-methylpyrazin